6-(2-(5-cyclopropyl-3-(2-(trifluoromethyl)phenyl)isoxazol-4-yl)-7-azaspiro[3.5]non-7-yl)-nicotinic acid C1(CC1)C1=C(C(=NO1)C1=C(C=CC=C1)C(F)(F)F)C1CC2(C1)CCN(CC2)C2=NC=C(C(=O)O)C=C2